(4R)-4-[3-(6-bromo-7-fluoro-1-oxo-2-isoquinolinyl)propyl]-2,2-dimethyl-oxazolidine-3-carboxylic acid benzyl ester C(C1=CC=CC=C1)OC(=O)N1C(OC[C@H]1CCCN1C(C2=CC(=C(C=C2C=C1)Br)F)=O)(C)C